FC=1C=C(C=C(C1)C=1C=NN=NC1)O 3-fluoro-5-(1,2,3-triazin-5-yl)phenol